3-[1'-[4-chloro-2-(trifluoromethyl)phenyl]-2-(2-ethoxypyridin-3-yl)-6-oxospiro[8H-1,7-naphthyridine-5,4'-piperidine]-7-yl]propanamide ClC1=CC(=C(C=C1)N1CCC2(CC1)C=1C=CC(=NC1CN(C2=O)CCC(=O)N)C=2C(=NC=CC2)OCC)C(F)(F)F